4-chloro-2-(2-methoxypyridin-4-yl)phenyl-1H-1,2,3-triazole-4-carbonitrile ClC1=CC(=C(C=C1)N1N=NC(=C1)C#N)C1=CC(=NC=C1)OC